O[C@@](C(=O)OC[C@@H]1CN(CC1)CC1=CC=CC=C1)(C1=CC=CC=C1)C1=CC(=CC=C1)OCCCNC(C1=CC=C(C=C1)CNC[C@@H](C1=C2C=CC(NC2=C(C=C1)O)=O)O)=O ((S)-1-benzylpyrrolidin-3-yl)methyl (S)-2-hydroxy-2-(3-(3-(4-((((R)-2-hydroxy-2-(8-hydroxy-2-oxo-1,2-dihydroquinolin-5-yl)ethyl)amino)methyl)benzamido)propoxy)phenyl)-2-phenylacetate